C(C#C)N1C=C([C@H]2[C@H](O)[C@H](O)[C@@H](CO)O2)C(NC1=O)=O N1-propargylpseudouridine